NC=1C(=NC(=CC1)I)C(=O)N(C)C 3-amino-6-iodo-N,N-dimethylpyridine-2-carboxamide